N1C=CC=2C1=NC=C(C2)OC2=C(C(=O)NS(=O)(=O)C1=CC(=C(C=C1)NCC1CNC1)[N+](=O)[O-])C=CC(=C2)N2CCN(CC2)CC2=C(CC(CC2)(C)C)C2=CC=C(C=C2)Cl 2-(1H-pyrrolo[2,3-b]pyridin-5-yloxy)-N-(4-(azetidin-3-ylmethylamino)-3-nitrophenylsulfonyl)-4-(4-((2-(4-chlorophenyl)-4,4-dimethylcyclohex-1-enyl)methyl)piperazin-1-yl)benzamide